(S-methyl-N-((trifluoromethyl)sulfonyl)sulfinamido)((trifluoromethyl)sulfonyl)amide lithium [Li+].CS(=O)N(S(=O)(=O)C(F)(F)F)[N-]S(=O)(=O)C(F)(F)F